(Z)-docos-13-enoic acid C(CCCCCCCCCCC\C=C/CCCCCCCC)(=O)O